1-ethyl-3-(5-(hydroxymethyl)pyridin-2-yl)urea C(C)NC(=O)NC1=NC=C(C=C1)CO